N(C(=N)N)C1=NC(=NN1CC1=CC=C(C=C1)C=C)CC 5-guanidino-3-ethyl-1-(4-vinylbenzyl)-1H-1,2,4-triazole